FC(C)[Ti] 1-fluoroethyl-titanium